methacrylamidopropyltrimethylammonium chloride [Cl-].C(C(=C)C)(=O)NCCC[N+](C)(C)C